(1R,2S,4S)-bicyclo[2.2.1]heptane-2-carboxylic acid [C@@H]12[C@H](C[C@@H](CC1)C2)C(=O)O